BrC=1C(=CC(=NC1)Cl)F 5-bromo-2-chloro-4-fluoro-pyridine